hydroxy-8-(hydroxymethyl)-5,6,7,8-tetrahydroquinoline-5-carboxamide OC1=NC=2C(CCC(C2C=C1)C(=O)N)CO